S1SCSC1 1,2,4-trithiolane